O=C1NC(CCC1N1C(C2=CC=CC(=C2C1)NCCOCCOCCOCCOCCOCCC(=O)N(C)CCOC1=CC=C(C=C1)\C(=C(\CC)/C1=CC=CC=C1)\C1=CC=C(C=C1)O)=O)=O (Z)-1-((2-(2,6-dioxopiperidin-3-yl)-1-oxoisoindolin-4-yl)amino)-N-(2-(4-(1-(4-hydroxyphenyl)-2-phenylbut-1-en-1-yl)phenoxy)ethyl)-N-methyl-3,6,9,12,15-pentaoxaoctadecan-18-amide